3-chloro-N-(5-chloro-1-(1-(oxetan-3-yl)piperidin-4-yl)-1H-pyrazol-4-yl)-1-ethyl-1H-pyrazolo[3,4-d]pyrimidin-6-amine ClC1=NN(C2=NC(=NC=C21)NC=2C=NN(C2Cl)C2CCN(CC2)C2COC2)CC